4-((4-((5-(trifluoromethyl)pyrimidin-2-yl)amino)piperidin-1-yl)sulfonyl)benzonitrile FC(C=1C=NC(=NC1)NC1CCN(CC1)S(=O)(=O)C1=CC=C(C#N)C=C1)(F)F